C(C)(C)(C)C1=CC=C(C=C1)C1=NC2=C(N1)C=CC=C2 2-(4-(tert-butyl)phenyl)-1H-benzo[d]Imidazole